2-(4-(3-isopropyl-2-(8-methylquinolin-6-yl)-1H-indol-5-yl)piperidin-1-yl)-N,N-dimethylacetamide C(C)(C)C1=C(NC2=CC=C(C=C12)C1CCN(CC1)CC(=O)N(C)C)C=1C=C2C=CC=NC2=C(C1)C